[Si](C)(C)(C(C)(C)C)OC=1C2CCC(CCC1)N2C(=O)OC(C)(C)C tert-butyl 2-[(tert-butyldimethylsilyl)oxy]-9-azabicyclo[4.2.1]non-2-ene-9-carboxylate